3-(4-{3-[6-(5-methyl-[1,2,4]oxadiazol-3-yl)-pyridin-2-yloxy]-propyl}-piperazin-1-yl)-benzo[d]isothiazole CC1=NC(=NO1)C1=CC=CC(=N1)OCCCN1CCN(CC1)C1=NSC2=C1C=CC=C2